C(CCCCCCCCCCC)(=O)OCC(CCCC(CC)C)C 2,6-dimethyloctan-1-yl laurate